methyl 5-methyl-5,6-dihydrobenzo[f]imidazo[1,5-d][1,4]oxazepine-10-carboxylate CC1COC2=C(C=3N1C=NC3)C=C(C=C2)C(=O)OC